OC1=CC=C(C(=O)CCC(C2=CC=C(C=C2)O)=O)C=C1 1,2-bis(4-hydroxybenzoyl)ethane